(1R,3R,5R)-2-(5-(1-hydroxyethyl)-2-methylisonicotinoyl)-2-azabicyclo[3.1.0]Hexane-3-carboxylic acid benzyl ester C(C1=CC=CC=C1)OC(=O)[C@@H]1N([C@@H]2C[C@@H]2C1)C(C1=CC(=NC=C1C(C)O)C)=O